1,2,3,4-tetrahydropyrimidinium [NH2+]1CNCC=C1